BrC1=C(C=CC=2C=CCCC12)OCC(=O)O 2-((1-bromo-7,8-dihydronaphthalen-2-yl)oxy)acetic acid